5-methoxy-2,2-dimethyl-N-(1-(2-(4-methylpiperazin-1-yl)ethyl)-1H-indazol-3-yl)-2H-chromen-6-carboxamide COC1=C2C=CC(OC2=CC=C1C(=O)NC1=NN(C2=CC=CC=C12)CCN1CCN(CC1)C)(C)C